4-(2,6-difluorophenyl)-6H-isoxazolo[4,5-c]pyrimido[4,5-e]azepin FC1=C(C(=CC=C1)F)C1=NCC2=C(C3=C1C=NO3)N=CN=C2